(S)-α-amino-5-(phosphonomethyl)-[1,1'-biphenyl]-3-propanoic acid N[C@H](C(=O)O)CC=1C=C(C=C(C1)CP(=O)(O)O)C1=CC=CC=C1